BrC1=NC(=NN1C)COCC1=C(C(=O)NC2=NN=NN2C)C=CC(=N1)C(F)(F)F 2-(((5-bromo-1-methyl-1H-1,2,4-triazol-3-yl)methoxy)methyl)-N-(1-methyl-1H-tetrazol-5-yl)-6-(trifluoromethyl)nicotinamide